BrC1=NN(C2=C1N=CN(C2=O)CC(=O)NC2CCC(CC2)OC(F)F)CC 2-(3-bromo-1-ethyl-7-oxo-1,7-dihydro-6H-pyrazolo[4,3-d]pyrimidin-6-yl)-N-((1r,4r)-4-(difluoromethoxy)cyclohexyl)acetamide